C(#N)C1=C(SC2=C1C(=NC=C2F)C=2C1=C(C=3C=NC(=NC3C2F)N2CC3(CC2)CN(CC3)C)COC1)NC(OC(C)(C)C)=O tert-Butyl (3-cyano-7-fluoro-4-(5-fluoro-3-(7-methyl-2,7-diazaspiro[4.4]nonan-2-yl)-7,9-dihydrofuro[3,4-f]quinazolin-6-yl)thieno[3,2-c]pyridin-2-yl)carbamate